ClC1=NC=C(C(=N1)N1C=C(C2=CC=CC=C12)[N+](=O)[O-])Cl 1-(2,5-dichloropyrimidin-4-yl)-3-nitro-1H-indole